N-[4-fluoro-5-[1-(5-methylpyrimidin-2-yl)-2,5-dihydropyrrol-3-yl]-2-[(3R,5S)-3,4,5-trimethylpiperazin-1-yl]phenyl]-6-oxo-4-(trifluoromethyl)-1H-pyridine-3-carboxamide FC1=CC(=C(C=C1C=1CN(CC1)C1=NC=C(C=N1)C)NC(=O)C1=CNC(C=C1C(F)(F)F)=O)N1C[C@H](N([C@H](C1)C)C)C